(2S)-2-amino-3-(4-fluorophenyl)-2-methyl-propionic acid N[C@](C(=O)O)(CC1=CC=C(C=C1)F)C